(3-aminoquinolin-4-yl)dimethylphosphine NC=1C=NC2=CC=CC=C2C1P(C)C